((2S,5R)-5-methyl-2-phenyl-4-pivaloylpiperazin-1-yl)-2-oxo-N-(1H-pyrazolo[4,3-c]pyridin-7-yl)acetamide C[C@H]1N(C[C@@H](N(C1)C(C(=O)NC=1C2=C(C=NC1)C=NN2)=O)C2=CC=CC=C2)C(C(C)(C)C)=O